[SH-].[Na+].O water sodium hydrosulfide